(2R,4R)-1-acetyl-4-aminopyrrolidine-2-carboxylic acid methyl ester COC(=O)[C@@H]1N(C[C@@H](C1)N)C(C)=O